4-HYDROXYL-1-NAPHTHALENEBORONIC ACID OC1=CC=C(C2=CC=CC=C12)B(O)O